O=C1CCC(CC1)(C(F)(F)F)NS(=O)C(C)C N-(4-oxo-1-(trifluoromethyl)cyclohexyl)propane-2-sulfinamide